ClC=1C(=NC=CC1C1=NC(=C(C=C1)CNCC1NC(CC1)=O)OC)C=1C(=C(C=CC1)NC(=O)C1=NC=C(N=C1)CNCCO)C N-(3-(3'-chloro-6-methoxy-5-((((5-oxopyrrolidin-2-yl)methyl)amino)methyl)-[2,4'-bipyridin]-2'-yl)-2-methylphenyl)-5-(((2-hydroxyethyl)amino)methyl)pyrazine-2-carboxamide